methyl 2-(3-(difluoromethyl)phenyl)-2-methylpropanoate FC(C=1C=C(C=CC1)C(C(=O)OC)(C)C)F